(4S)-3-((2,4-dimethyl-phenyl)sulfonyl)-4-propyldihydro-furan-2(3H)-one CC1=C(C=CC(=C1)C)S(=O)(=O)C1C(OC[C@@H]1CCC)=O